(3S,4R,5S,6R)-6-(hydroxymethyl)-3-methyltetrahydro-2H-pyran-2,4,5-triol OC[C@@H]1[C@H]([C@@H]([C@@H](C(O1)O)C)O)O